[Cl-].C(C)OC(=O)C=1C(=CC(N(C1)CC1(C(C[NH2+]CC1)(C)C)O)=O)C1=CC=CC=C1 4-((5-(ethoxycarbonyl)-2-oxo-4-phenylpyridin-1(2H)-yl)methyl)-4-hydroxy-3,3-dimethylpiperidin-1-ium chloride